NC1=C(C=C(C=C1)CO)OC (4-amino-3-methoxyphenyl)methanol